OC1=C(C(=CC(=C1CNC(=O)N1CCC1)CCCCC)O)C1C(CCC(=C1)C)C(=C)C N-((2,6-dihydroxy-5'-methyl-4-pentyl-2'-(prop-1-en-2-yl)-1',2',3',4'-tetrahydro-[1,1'-biphenyl]-3-yl)methyl)azetidine-1-carboxamide